5-bromo-2-chloro-N-(6-isopropylpyridin-2-yl)pyrimidin-4-amine BrC=1C(=NC(=NC1)Cl)NC1=NC(=CC=C1)C(C)C